FC(C1=NN=C(O1)C=1C=CC(=NC1)CN1C(C2=CC=C(C=C2C(C1=O)(C)C)C1CCN(CC1)C)=O)F 2-((5-(5-(difluoromethyl)-1,3,4-oxadiazole-2-yl)pyridine-2-yl)methyl)-4,4-dimethyl-6-(1-methylpiperidine-4-yl)isoquinoline-1,3(2H,4H)-dione